C1(CC1)C1=C(C=C(C=C1)C(NC(=O)C1N(CC(C1)F)C(CC1=NOC(N1C)=O)=O)C1=CC=CC=C1)F N-[(4-cyclopropyl-3-fluorophenyl)(phenyl)methyl]-4-fluoro-1-[2-(4-methyl-5-oxo-4,5-dihydro-1,2,4-oxadiazol-3-yl)acetyl]pyrrolidine-2-carboxamide